1-(4-hydroxyphenyl)-3-(2,4,6-trimethoxyphenyl-3,5-d2)propan-1-one-2,2-d2 OC1=CC=C(C=C1)C(C(CC1=C(C(=C(C(=C1OC)[2H])OC)[2H])OC)([2H])[2H])=O